CN1C(C2(CCNCC2)C2=C3C(=NC=C21)NC(=C3C=3C=C2C=NN(C2=CC3)C)C=3C=NN(C3)CC(F)(F)F)=O 6-Methyl-1-(1-methyl-1H-indazol-5-yl)-7-oxo-2-(1-(2,2,2-trifluoroethyl)-1H-pyrazol-4-yl)-6,7-dihydro-3H-spiro[dipyrrolo[2,3-b:3',2'-d]pyridine-8,4'-piperidin]